(S)-N-methyl-N-phenyl-5-(pyrrolidin-3-ylamino)quinoline-8-carboxamide hydrochloride Cl.CN(C(=O)C=1C=CC(=C2C=CC=NC12)N[C@@H]1CNCC1)C1=CC=CC=C1